tert-butyl N-[4-(3-hydroxytetrahydrofuran-3-yl)-2-pyridyl]carbamate OC1(COCC1)C1=CC(=NC=C1)NC(OC(C)(C)C)=O